C(C)(C)(C)OC(=O)N1[C@@H](CC(C1)(C)C)C(=O)O (S)-1-(tert-butoxy-carbonyl)-4,4-dimethyl-pyrrolidine-2-carboxylic acid